3-[[6-[(1-aminocyclopropyl)methylamino]-1-methylpyrazolo[3,4-d]pyrimidin-4-yl]amino]bicyclo[1.1.1]pentane-1-carbonitrile NC1(CC1)CNC1=NC(=C2C(=N1)N(N=C2)C)NC21CC(C2)(C1)C#N